C(C)N([C@H](C(=O)O)CC1=CC=C(C=C1)C)C(=O)OCC1C2=CC=CC=C2C=2C=CC=CC12 (2S)-2-[ethyl(9H-fluoren-9-ylmethoxycarbonyl)amino]-3-(p-tolyl)propanoic acid